C(N)(=N)NS(=O)(=O)C1=CC=C(C=C1)[N+](=O)[O-] N-carbamimidoyl-4-nitrobenzenesulfonamide